FC1=C(C(=CC=C1)OC=1C(=NC=CC1)F)CN1C[C@@H](N([C@@H](C1)C)C(C(C)C)=O)C(=O)NCC1=CC=C(C=C1)C1=NC=CC=N1 (2R,6R)-4-({2-fluoro-6-[(2-fluoropyridin-3-yl)oxy]phenyl}methyl)-6-methyl-1-(2-methylpropanoyl)-N-{[4-(pyrimidin-2-yl)phenyl]methyl}piperazine-2-carboxamide